4-({4-[({3-[methyl(methylsulfonyl)amino]pyrazin-2-yl}methyl)amino]-5-(trifluoromethyl)pyrimidin-2-yl}amino)benzamide CN(C=1C(=NC=CN1)CNC1=NC(=NC=C1C(F)(F)F)NC1=CC=C(C(=O)N)C=C1)S(=O)(=O)C